CNC(C1=CC(=CC=C1)C(C)N1C=NC2=CC(=CC=C2C1=O)C=1C(=NOC1)C)=O N-methyl-3-(1-(7-(3-methylisoxazol-4-yl)-4-oxoquinazolin-3(4H)-yl)ethyl)benzamide